N-(benzyloxy)-1-bromocyclohexane-1-carboxamide C(C1=CC=CC=C1)ONC(=O)C1(CCCCC1)Br